ClC1=CC=C2CCCNC2=C1OC1=CC=CC=C1 7-chloro-8-phenoxy-1,2,3,4-tetrahydroquinoline